1,7-disila-s-indacene [SiH]1=CC=C2C=C3C=C[SiH]=C3C=C12